2-((2-ethoxyphenoxy)(phenyl)methyl)morpholine C(C)OC1=C(OC(C2CNCCO2)C2=CC=CC=C2)C=CC=C1